CC1=CC=C2C=CC3(OC2=C1)CNC3 7'-methylspiro[azetidine-3,2'-chromene]